ClC1=CC=C(C=C1)N=C=O 4-chlorophenylisocyanate